BrC=1C=CC=C2C=C(C=C(C12)N1CC=2N=C(N=C(C2CC1)N1C[C@@H](CCC1)O)OCC1(CC1)CN(C)C)O (R)-1-(7-(8-bromo-3-hydroxynaphthalen-1-yl)-2-((1-((dimethylamino)methyl)cyclopropyl)methoxy)-5,6,7,8-tetrahydropyrido[3,4-d]pyrimidin-4-yl)piperidin-3-ol